N-((1H-tetrazol-5-yl)methyl)-1-hydroxy-6,6,9-trimethyl-3-pentyl-6a,7,8,10a-tetrahydro-6H-benzo[c]chromene-2-carboxamide N1N=NN=C1CNC(=O)C=1C(=C2C3C(C(OC2=CC1CCCCC)(C)C)CCC(=C3)C)O